FC1=CC=C(C=C1)[C@H]1C2=C(N(C([C@H]1NC(C1=CC(=CC=C1)C)=O)=O)CCC)N(N=C2C)C2=CC=CC=C2 N-[(4S,5S)-4-(4-fluorophenyl)-3-methyl-6-oxo-1-phenyl-7-propyl-1H,4H,5H,6H,7H-pyrazolo[3,4-b]pyridin-5-yl]-3-methylbenzamide